(2-(8-(Cyclopentylthio)imidazo[1,5-a]pyridin-3-yl)propan-2-yl)carbamic acid tert-butyl ester C(C)(C)(C)OC(NC(C)(C)C1=NC=C2N1C=CC=C2SC2CCCC2)=O